C1(CCC1)C1=NC(=CC(=N1)C(=O)OC)C Methyl 2-cyclobutyl-6-methylpyrimidine-4-carboxylate